N1N=CC=C1C#CC1=C2C(=NC=C1)C(=NN2C2CN(C2)C(C(=C)F)=O)C2=CC=C(C=C2)C(F)(F)F 1-(3-(7-((1H-pyrazol-5-yl)ethynyl)-3-(4-(trifluoromethyl)phenyl)-1H-pyrazolo[4,3-b]pyridin-1-yl)azetidin-1-yl)-2-fluoroprop-2-en-1-one